2-hydroxyethan-1-one OCC=O